C1=CC=C(C(=C1)[N+](=O)[O-])OC(=O)Cl Nitrophenyl chloroformate